Cl.NC=1C(=C(C=CC1F)NS(=O)(=O)C1=C(C(=CC=C1)Cl)Cl)F N-(3-amino-2,4-difluoro-phenyl)-2,3-dichloro-benzenesulfonamide hydrochloride